9-hydroxy-12-[4-(hydroxymethyl)phenyl]-5-methyl-4-thia-2,12-diazatricyclo-[7.3.0.03,7]dodeca-1,3(7),5-trien-8-one OC12C(C=3C=C(SC3N=C2N(CC1)C1=CC=C(C=C1)CO)C)=O